ClC=1C(=NC=C(C1)C(F)(F)F)C#N 3-chloro-5-(trifluoromethyl)pyridin-2-carbonitrile